tert-Butyl (2S,4R)-2-((((3S,5S,7S)-adamantan-1-yl)methyl)carbamoyl)-4-fluoropyrrolidine-1-carboxylate C12(CC3CC(CC(C1)C3)C2)CNC(=O)[C@H]2N(C[C@@H](C2)F)C(=O)OC(C)(C)C